1,3-bis(oxiranylmethoxy)benzene O1C(C1)COC1=CC(=CC=C1)OCC1OC1